pyrazolo(3,4-d)pyrimidin N1N=CC=2C1=NC=NC2